FC=1C=C(C=CC1)NC(=O)NC1=CC(=NC=C1)Cl (3-fluorophenyl)-3-(2-chloropyridin-4-yl)urea